Fmoc-(R)-3-amino-(4-bromophenyl)butyric acid C(=O)(OCC1C2=CC=CC=C2C2=CC=CC=C12)[C@@](C(=O)O)(C(C)N)C1=CC=C(C=C1)Br